FC1=C(C(=NC(=N1)C=1N=NC=CC1)OC)C(F)(F)F 6-fluoro-4-methoxy-2-(3-pyridazinyl)-5-trifluoromethylpyrimidine